IC=1C=2N(C(=NC1)N1CC3=C([C@H](CC1)N[S@](=O)C(C)(C)C)C=CC=C3)C=CN2 (R)-N-((S)-2-(8-iodoimidazo[1,2-c]pyrimidin-5-yl)-2,3,4,5-tetrahydro-1H-benzo[c]azepin-5-yl)-2-methylpropan-2-sulfinamide